OCC(C(=O)N)(NC(=O)C1=C(C=C2C=CC(=CN12)OCC1=CN=C(S1)C)C)C 3-hydroxy-2-methyl-2-({2-methyl-6-[(2-methyl-1,3-thiazol-5-yl)methoxy]indolizin-3-yl}formamido)propanamide